(S) or (R)-N'-((3,3-dimethyl-1,2,3,5,6,7-hexahydrodicyclopenta[b,e]pyridin-8-yl)carbamoyl)-1-ethyl-5-(hydroxymethyl)-1H-pyrazole-3-sulfonimidamide CC1(CCC=2C1=NC1=C(C2NC(=O)N=[S@@](=O)(N)C2=NN(C(=C2)CO)CC)CCC1)C |o1:14|